OCC1=C2C(=NC(=C1)C(=O)OC)C(CC2)C methyl 4-(hydroxymethyl)-7-methyl-6,7-dihydro-5H-cyclopenta[b]pyridine-2-carboxylate